ClC1=C(C=NC=C1)NC(=O)C=1C(=NC(=NC1)S(=O)(=O)C)OC N-(4-chloropyridin-3-yl)-4-methoxy-2-(methylsulfonyl)pyrimidine-5-carboxamide